bis(N-ethylbenzenaminium) tetrafluoroborate F[B-](F)(F)F.C(C)[NH2+]C1=CC=CC=C1.C(C)[NH2+]C1=CC=CC=C1.F[B-](F)(F)F